CN1C(N(C2=C1C=C(C=C2)C2N(CCNC2)C)C2C(NC(CC2)=O)=O)=O 3-[3-Methyl-5-(1-methylpiperazin-2-yl)-2-oxo-benzimidazol-1-yl]piperidine-2,6-dione